2-fluoro-3-(methacryloyloxyethyl)oxetane FC1OCC1CCOC(C(=C)C)=O